methyl isobutyrylglycinate C(C(C)C)(=O)NCC(=O)OC